5-[(4-tert-butoxy-2-{4-[5-chloro-2-(1,2-oxazol-3-yl)phenyl]-5-methoxy-2-oxopyridin-1(2H)-yl}butanoyl)amino]-N-methylpyridine-2-carboxamide C(C)(C)(C)OCCC(C(=O)NC=1C=CC(=NC1)C(=O)NC)N1C(C=C(C(=C1)OC)C1=C(C=CC(=C1)Cl)C1=NOC=C1)=O